ClC=1C=C2C(=NC(=NC2=C(C1C1=C2C=NNC2=CC=C1C)OC1CC1)N1CCC(CC1)N(C)C)N1CCNCC1 1-(6-chloro-8-cyclopropoxy-7-(5-methyl-1H-indazol-4-yl)-4-(piperazin-1-yl)quinazolin-2-yl)-N,N-dimethylpiperidin-4-amine